1-(2,2-difluoroethyl)-1H-pyrazole-3-carboxyamide FC(CN1N=C(C=C1)CC(=O)N)F